COC[C@H]1N(CC(C1)C1=CC=C(C=C1)C(F)(F)F)C1=CC=C(C=N1)N 6-((2S)-2-(methoxymethyl)-4-(4-(trifluoromethyl)phenyl)pyrrolidin-1-yl)pyridin-3-amine